(R)-5-(Piperidin-1-yl)-N-(piperidin-3-yl)-6-(1H-pyrazol-4-yl)-[1,2,4]triazolo[1,5-a]pyridin-2-amine N1(CCCCC1)C1=C(C=CC=2N1N=C(N2)N[C@H]2CNCCC2)C=2C=NNC2